8-phenyl-4-[3,6-bis(N,N-diphenylamino)carbazol-9-yl]benzofuro[3,2-d]pyrimidine C1(=CC=CC=C1)C=1C=CC2=C(C1)C=1N=CN=C(C1O2)N2C1=CC=C(C=C1C=1C=C(C=CC21)N(C2=CC=CC=C2)C2=CC=CC=C2)N(C2=CC=CC=C2)C2=CC=CC=C2